CN1CCN(CC1)C1=CC=C(C=C1)C=1C=C2C(=NC1)NC=C2C2=CC=CC=C2 4-(5-(4-(4-methylpiperazin-1-yl)phenyl)-1H-pyrrolo[2,3-b]pyridin-3-yl)benzene